O1S(NCCC1)(=O)=O (oxathiazinane)-2,2-dioxide